5-(2-(4-Carboxybicyclo[2.2.1]hept-1-yl)ethyl)-1-methyl-4,5,6,7-tetrahydro-1H-imidazo[4,5-c]pyridine-2-carboxamide C(=O)(O)C12CCC(CC1)(C2)CCN2CC1=C(CC2)N(C(=N1)C(=O)N)C